ClC1=NC=C(C(=C1)N1CCC(CC1)(O)CN(C)C)C#CC=1C=NN(C1)C(F)(F)F 1-(2-chloro-5-((1-(trifluoromethyl)-1H-pyrazol-4-yl)ethynyl)pyridin-4-yl)-4-((dimethylamino)methyl)piperidin-4-ol